2-(((1r,3r,5r,7r)-adamantan-2-yl)amino)ethyl-5-(4-chloro-phenyl)-1-(2,4-dimethylphenyl)-4-methyl-1H-pyrazole-3-carboxamide C12C(C3CC(CC(C1)C3)C2)NCCNC(=O)C2=NN(C(=C2C)C2=CC=C(C=C2)Cl)C2=C(C=C(C=C2)C)C